COCCOP([O-])([O-])=S 2-Methoxyethylphosphorothioat